Natrium formate C(=O)[O-].[Na+]